tert-butyl 4-(5-((2,3-difluorobenzyl)oxy)-2-methylbenzofuran-3-carboxamido)-3,3-difluoro-piperidine-1-carboxylate FC1=C(COC=2C=CC3=C(C(=C(O3)C)C(=O)NC3C(CN(CC3)C(=O)OC(C)(C)C)(F)F)C2)C=CC=C1F